tryptophane-d rac-ethyl-2-(4,7-dichloro-6-(4-((2-hydroxy-7-azaspiro[3.5]nonan-7-yl)methyl)phenyl)-2H-indazol-2-yl)-2-((R)-6-fluoro-6,7-dihydro-5H-pyrrolo[1,2-c]imidazol-1-yl)acetate C(C)[C@](C(=O)O)(C1=C2N(C=N1)C[C@@H](C2)F)N2N=C1C(=C(C=C(C1=C2)Cl)C2=CC=C(C=C2)CN2CCC1(CC(C1)O)CC2)Cl.N[C@@H](CC2=CNC1=CC=CC=C21)C(=O)O[2H] |&1:2|